FC(C=1C=C(C=CC1)N1C(C=CC=C1)=O)(F)F (3'-trifluoromethylphenyl)-2(1H)pyridone